N1=CC=C(C=C1)N1N=NC2=C1C=CC(=C2)C(=O)O 1-(pyridin-4-yl)-1H-benzo[d][1,2,3]triazole-5-carboxylic acid